S(=O)(=O)([O-])[O-].[S-]C#N thiocyanate sulfate